C(C)(C)(C)N1C(=NC2=C1C=C(C=C2)OC2=C(C=C(N)C=C2Cl)Cl)OC 4-((1-(tert-butyl)-2-methoxy-1H-benzo[d]imidazol-6-yl)oxy)-3,5-dichloroaniline